(R)-1-(4-chloro-3-((6-methylpyridin-2-yl)oxy)phenyl)-N-((1R,2R)-1-(3-chloro-4-cyclopropoxyphenyl)-1-hydroxy-3-(pyrrolidin-1-yl)propan-2-yl)pyrrolidine-3-carboxamide ClC1=C(C=C(C=C1)N1C[C@@H](CC1)C(=O)N[C@@H]([C@H](O)C1=CC(=C(C=C1)OC1CC1)Cl)CN1CCCC1)OC1=NC(=CC=C1)C